1-((5-(5-(difluoromethyl)-1,3,4-oxadiazole-2-yl)pyridine-2-yl)methyl)-6-fluoro-3-(1-(oxetan-3-yl)azetidine-3-yl)-5-(pyridine-3-yl)-1,3-dihydro-2H-benzo[d]imidazole-2-one FC(C1=NN=C(O1)C=1C=CC(=NC1)CN1C(N(C2=C1C=C(C(=C2)C=2C=NC=CC2)F)C2CN(C2)C2COC2)=O)F